4-(3-hydroxycyclobutyl)-2-cyanopyridine OC1CC(C1)C1=CC(=NC=C1)C#N